BrC=1C=NC(=C(C(=O)N[C@H](C)C2=CC(=CC(=C2)C(F)(F)F)O)C1)F (R)-5-bromo-2-fluoro-N-(1-(3-hydroxy-5-(trifluoromethyl)phenyl)ethyl)nicotinamide